C(C1=CC=CC=C1)OCC=1N(C=C(N1)I)C12CC(C1)(C2)N 3-(2-((benzyloxy)methyl)-4-iodo-1H-imidazol-1-yl)bicyclo[1.1.1]Pentane-1-amine